carboxyl-caprolactone monoacrylate C(C=C)(=O)O.C(=O)(O)C1C(=O)OCCCC1